N,4-dimethoxy-N-methyl-3-((2-(trimethylsilyl)ethoxy)methyl)-3H-thieno[3',2':3,4]benzo[1,2-d]imidazole-7-carboxamide CON(C(=O)C1=CC2=C(C=C(C=3N(C=NC32)COCC[Si](C)(C)C)OC)S1)C